2-((4-chloro-2-fluorobenzyl)oxy)-3-fluoro-6-(piperidin-4-yloxy)pyridine ClC1=CC(=C(COC2=NC(=CC=C2F)OC2CCNCC2)C=C1)F